3-(2,6-difluoro-3,5-dimethoxyphenyl)-7-(pyridin-4-yl)-1-(tetrahydrofuran-3-yl)-1,6-naphthyridin-2(1H)-one FC1=C(C(=C(C=C1OC)OC)F)C=1C(N(C2=CC(=NC=C2C1)C1=CC=NC=C1)C1COCC1)=O